7-[(2S)-3-benzyloxy-2-hydroxypropoxy]heptane-1-ol C(C1=CC=CC=C1)OC[C@H](COCCCCCCCO)O